4-Fluoro-3-methylphenylisocyanat FC1=C(C=C(C=C1)N=C=O)C